N1(C=NC=C1)C(=O)NC1=NC(N(C=C1)C1=CC=C(CN2CCC(CC2)NC(OC(C)(C)C)=O)C=C1)=O tert-butyl (1-(4-(4-(1H-imidazole-1-carboxamido)-2-oxopyrimidin-1(2H)-yl)benzyl)piperidin-4-yl)carbamate